1-methyl-4-(1-(2-methyl-4-nitro-5-(2,2,2-trifluoroethoxy)phenyl)piperidin-4-yl)piperazine CN1CCN(CC1)C1CCN(CC1)C1=C(C=C(C(=C1)OCC(F)(F)F)[N+](=O)[O-])C